(S)-3-(3,4-dimethylphenyl)-N-(5-methyl-4-oxo-2,3,4,5-tetrahydrobenzo[b][1,4]oxazepin-3-yl)-1H-indole-5-carboxamide CC=1C=C(C=CC1C)C1=CNC2=CC=C(C=C12)C(=O)N[C@@H]1C(N(C2=C(OC1)C=CC=C2)C)=O